ethyl-ammonium iodide salt [I-].C(C)[NH3+]